2-bromo-4-(3-(tert-butyldimethylsilyloxy)azetidin-1-yl)pyridine BrC1=NC=CC(=C1)N1CC(C1)O[Si](C)(C)C(C)(C)C